ClC=1C=CC2=C(N=C(O2)C23CC(C2)(C3)NC(=O)C=3OC(=CC3)[S@@](=O)(=N)C)C1 N-[3-(5-chloro-1,3-benzoxazol-2-yl)-1-bicyclo[1.1.1]pentanyl]-5-[(R)-methylsulfonimidoyl]furan-2-carboxamide